methyl 1-((4-(3,7-difluorodibenzo[b,f][1,4]oxazepin-11-yl)piperazin-1-yl)methyl)cyclopropane-1-carboxylate FC1=CC2=C(C(=NC3=C(O2)C=C(C=C3)F)N3CCN(CC3)CC3(CC3)C(=O)OC)C=C1